rac-(3ar,5r,7s,7ar)-5-(3-fluorophenyl)-1,3,3,5,7-pentamethyloctahydrobenzo[c]isoxazole FC=1C=C(C=CC1)[C@]1(C[C@@H]2[C@H](N(OC2(C)C)C)[C@H](C1)C)C |r|